C(CCC)[C@@]1(CS(C2=C(N(C1)C1=CC=C(C=C1)F)C=C(C(=C2)CSCC(=O)O)OC)(=O)=O)CC (S)-2-(((3-butyl-3-ethyl-5-(4-fluorophenyl)-7-methoxy-1,1-dioxido-2,3,4,5-tetrahydro-1,5-benzothiazepin-8-yl)methyl)thio)acetic acid